FC1(CCC(CC1)(O)CC(=O)N(C1=NC=CC=C1)C)F 2-(4,4-difluoro-1-hydroxycyclohexyl)-N-methyl-N-(pyridin-2-yl)acetamide